N-cyclohexyl-N-ethyl-3,8-diazabicyclo[3.2.1]octane-8-carboxamide C1(CCCCC1)N(C(=O)N1C2CNCC1CC2)CC